C(C)NC1=NC(=NC(=N1)N1CCN(CC1)C)N1N=CC=C1 N-ethyl-4-(4-methylpiperazin-1-yl)-6-(1H-pyrazol-1-yl)-1,3,5-triazin-2-amine